methyl 3-(N-(5-cyano-2-(cis-3,5-dimethylpiperidin-1-yl) phenyl) sulfamoyl)-4-cyclopropylbenzoate C(#N)C=1C=CC(=C(C1)NS(=O)(=O)C=1C=C(C(=O)OC)C=CC1C1CC1)N1C[C@H](C[C@H](C1)C)C